(R)-1-((4-(3-chloro-2-methylphenylamino)-2-methylpyrido[3,2-d]pyrimidin-7-yl)methyl)-3-methylpyrrolidin-3-ol ClC=1C(=C(C=CC1)NC=1C2=C(N=C(N1)C)C=C(C=N2)CN2C[C@@](CC2)(O)C)C